C(C=C)OC(C)(C)C1=C(C=CC=C1)Br 1-(2-(Allyloxy)propan-2-yl)-2-bromobenzene